Cl.N1(CCNCC1)C=1C=C2C=CN=CC2=CC1 6-(1-piperazinyl)-isoquinoline hydrochloride